C(C)OC(\C(=C(/CC1=CC=CC=C1)\Cl)\C#N)=O.C1(=CC=CC2=CC=CC=C12)C1=NC=[NH+]C(=C1)C1=CC=CC2=CC=CC=C12 4,6-di(naphthalen-1-yl)pyrimidinium Ethyl-(E)-3-chloro-2-cyano-4-phenylbut-2-enoate